(3R,4S,5S)-4-Benzyloxy-5-(benzyloxymethyl)-5-[2-[2-(2-triiso-propylsilyl-oxyethoxy)ethoxy]ethoxymethyl]tetrahydrofuran-2,3-diol C(C1=CC=CC=C1)O[C@H]1[C@H](C(O[C@]1(COCCOCCOCCO[Si](C(C)C)(C(C)C)C(C)C)COCC1=CC=CC=C1)O)O